(S)-N,N-bis(2,4-dimethoxybenzyl)-2-(pentan-2-yloxy)imidazo[2,1-f][1,2,4]triazin-4-amine COC1=C(CN(C2=NC(=NN3C2=NC=C3)O[C@@H](C)CCC)CC3=C(C=C(C=C3)OC)OC)C=CC(=C1)OC